N-(5-((6-(3-(4-fluoro-3-((3-fluoro-benzyl)oxy)phenyl)isoxazolidin-2-yl)pyrimidin-4-yl)-amino)-4-methoxy-2-(4-methylpiperazin-1-yl)phenyl)-acrylamide FC1=C(C=C(C=C1)C1N(OCC1)C1=CC(=NC=N1)NC=1C(=CC(=C(C1)NC(C=C)=O)N1CCN(CC1)C)OC)OCC1=CC(=CC=C1)F